(2-methoxyethyl)benzene-1,2-diamine COCCC1=C(C(=CC=C1)N)N